4-Oxonanoic homovanillyl ester C(CC1=CC(OC)=C(O)C=C1)OC(=O)C1CCOCCCCC1